(E)-8-bromo-6-methoxy-3,4-dihydronaphthalen-1(2H)-one O-methyl oxime CO\N=C\1/CCCC2=CC(=CC(=C12)Br)OC